tert-butyl (2-(7-(((3-fluoropyridin-2-yl)methyl)amino)thiazolo[5,4-d]pyrimidin-2-yl)ethyl)(2-(5-(hydroxymethyl)-1H-benzo[d]imidazol-2-yl)ethyl)carbamate FC=1C(=NC=CC1)CNC=1C2=C(N=CN1)SC(=N2)CCN(C(OC(C)(C)C)=O)CCC2=NC1=C(N2)C=CC(=C1)CO